5-(pyridin-3-yl)isoxazole-3-carboxylic acid N1=CC(=CC=C1)C1=CC(=NO1)C(=O)O